8-Amino-N-(1-(2-hydroxyethyl)piperidin-3-yl)-3-(2-methyl-5-(methylsulfonyl)phenyl)imidazo[1,2-a]pyrazine-6-carboxamide Trifluoroacetate Salt FC(C(=O)O)(F)F.NC=1C=2N(C=C(N1)C(=O)NC1CN(CCC1)CCO)C(=CN2)C2=C(C=CC(=C2)S(=O)(=O)C)C